(4-aminophenyl)(pyrrolidin-1-yl)methanone NC1=CC=C(C=C1)C(=O)N1CCCC1